CN1N=CC2=CC(=CC=C12)C1=CNC2=NC=C3C(=C21)C2(C(N3)=O)CCCC2 (1-methyl-1H-indazol-5-yl)-3',6'-dihydro-7'H-spiro[cyclopentane-1,8'-dipyrrolo[2,3-b:3',2'-d]pyridin]-7'-one